C(C)(C)(C)OC(=O)N1CCC(CC1)C(=O)C=1OC=CN1 4-(Oxazole-2-carbonyl)piperidine-1-carboxylic acid tert-butyl ester